O=C1NC(CCC1N1C(C2=CC=C(C=C2C1=O)CCCOCCO)=O)=O 2-(2,6-dioxo-3-piperidyl)-5-[3-(2-hydroxyethoxy)propyl]isoindoline-1,3-dione